dichloro(p-methylisopropyl-benzene) ruthenium (II) [Ru+2].ClC=1C(=C(C=CC1C)C(C)C)Cl